[Rh].NC1=CC=CC=C1.NC1=CC=CC=C1 dianiline rhodium